C(=C)OC1(C(C=CC=C1)OC=C)C1=CC=CC=C1 1,2-divinyloxybiphenyl